6-fluoro-6-deoxyfructose FC[C@H]([C@H]([C@@H](C(CO)=O)O)O)O